C(C1=CC=CC=C1)OC[C@H](COS(=O)(=O)C1=CC=C(C)C=C1)O (R)-(-)-1-benzyloxy-3-(p-toluenesulfonyloxy)-2-propanol